2-(4-nitrophenyl)-1H-benzimidazole [N+](=O)([O-])C1=CC=C(C=C1)C1=NC2=C(N1)C=CC=C2